O=C1N(C(C2=CC=CC=C12)=O)C[C@H]1N(CCC2=CC=CC(=C12)O[C@@H]1CN(CC1)C(=O)C1=CN=CS1)C(=O)[C@H]1N(CCCC1)C(=O)NC (S)-2-((S)-1-((1,3-dioxoisoindolin-2-yl)methyl)-8-(((S)-1-(thiazole-5-carbonyl)pyrrolidin-3-yl)oxy)-1,2,3,4-tetrahydroisoquinoline-2-carbonyl)-N-methylpiperidine-1-carboxamide